2-morpholin-2-yl-propanoic acid N1CC(OCC1)C(C(=O)O)C